BETA-[[fluorenylmethoxycarbonyl]amino]-ALPHA-hydroxy-phenylbutyric acid C1(=CC=CC=2C3=CC=CC=C3CC12)COC(=O)NC(C(C(=O)O)(O)C1=CC=CC=C1)C